2-(2,2-difluoroethyl)-7-((2S,5R)-5-ethyl-2-methyl-4-(1-(quinoxalin-6-yl)ethyl)piperazin-1-yl)-4-methyl-2,4-dihydro-5H-pyrazolo[4,3-b]pyridin-5-one FC(CN1N=C2C(N(C(C=C2N2[C@H](CN([C@@H](C2)CC)C(C)C=2C=C3N=CC=NC3=CC2)C)=O)C)=C1)F